3β,5α,6β-cholestane-3,5,6,26-tetrol C(C(C)CCC[C@@H](C)[C@H]1CC[C@H]2[C@@H]3C[C@H]([C@]4(C[C@H](CC[C@]4(C)[C@H]3CC[C@]12C)O)O)O)O